NC1=C(C=C(C(=O)OC)C=C1)NC[C@H]1OCC1 (S)-methyl 4-amino-3-(((oxetan-2-yl)methyl)amino)benzoate